CN(C([C@@H](O)[C@H](O)C(=O)N(C)C)=O)C N,N,N',N'-tetramethyl-D-tartaric acid diamide